NC=1C2=C(N=CN1)N(C=C2C=2CCN(CC2)C(=O)OC(C)(C)C)C tert-butyl 4-{4-amino-7-methyl-7H-pyrrolo[2,3-d]pyrimidin-5-yl}-1,2,3,6-tetrahydropyridine-1-carboxylate